C(C)(C)(C)C(C(=O)O)CCN1N=CN=C1CN1C(N(C(=NC1=O)SCC)CC1=C(C=C(C(=C1)F)F)F)=O.C(C=C)N[C@H](C(=O)O)CCC(=O)N[C@@H](CS)C(=O)NCC(=O)O allyl-glutathione tert-butyl-4-(5-((4-(ethylthio)-2,6-dioxo-3-(2,4,5-trifluorobenzyl)-3,6-dihydro-1,3,5-triazin-1(2H)-yl)methyl)-1H-1,2,4-triazol-1-yl)butanoate